C(C)(C)(C)NC(C(=O)C1=C(C(=C(N1C)C)C(=O)NC1=C(C=CC(=C1)C)F)C)=O 5-(2-(tert-butylamino)-2-oxoacetyl)-N-(2-fluoro-5-methylphenyl)-1,2,4-trimethyl-1H-pyrrole-3-carboxamide